NC1=NC(=NC=C1)N1C[C@H]([C@@H](CC1)OC)O trans-1-(4-aminopyrimidin-2-yl)-4-methoxypiperidin-3-ol